N1(N=CC=C1)CC=1C=CC(=NC1)C(=O)OCC ethyl 5-((1H-pyrazol-1-yl)methyl)picolinate